dipropyl-dibutyl-phosphonium C(CC)[P+](CCCC)(CCCC)CCC